COC([C@@H](NP(=O)(OC1=CC=C(C=C1)Br)Cl)C)=O (chloro(4-bromophenoxy)phosphoryl)-L-alanine methyl ester